O1CCC12CCNCC2 oxa-7-azaspiro[3.5]nonane